OC1=C(C=C(C=C1C)C1=CC=C2C/C(/C(C2=C1)=O)=N/O)C (2Z)-6-(4-hydroxy-3,5-dimethylphenyl)-2-(hydroxyimino)-2,3-dihydro-1H-inden-1-one